Propyl 3-(4-{[(2-chlorophenyl) acetyl] amino}-2-{[(dimethylamino) methylene] sulfamoyl} phenyl)-1-methyl-1H-pyrazole-5-carboxylate ClC1=C(C=CC=C1)CC(=O)NC1=CC(=C(C=C1)C1=NN(C(=C1)C(=O)OCCC)C)S(N=CN(C)C)(=O)=O